C(C=C)(=O)OCCCC[NH+](C)C N-acryloyloxybutyl-N,N-dimethylammonium